6-chloro-2-[[5-chloro-1-(1-methylcyclopropyl)-1H-pyrazol-4-yl]amino]quinazolin ClC=1C=C2C=NC(=NC2=CC1)NC=1C=NN(C1Cl)C1(CC1)C